FC1=C(C2=C(NC=3CC(NC(C3[C@@]2(C2=CC=CC=C2)C)=O)(C)C)N=C1)C#N (R)-3-fluoro-5,8,8-trimethyl-6-oxo-5-phenyl-5,6,7,8,9,10-hexahydropyrido[2,3-b][1,6]naphthyridine-4-carbonitrile